C(C1=CC=CC=C1)OC=1C=C2CCC(=C(C2=CC1)C1=CC=C(C=C1)N1CCC(CC1)C(OC)OC)C1CCC1 1-(4-(6-(Benzyloxy)-2-cyclobutyl-3,4-dihydronaphthalen-1-yl)phenyl)-4-(dimethoxymethyl)piperidine